OC(CC(=O)N1CC2=CC=C(C=C2CC1)NC1=NC=C(C(=N1)NC1(CC1)C)C(F)(F)F)(C)C 3-hydroxy-3-methyl-1-(6-((4-((1-methylcyclopropyl)amino)-5-(trifluoromethyl)pyrimidin-2-yl)amino)-3,4-dihydroisoquinolin-2(1H)-yl)butan-1-one